tert-butyl 5-(5-(5-(trifluoromethyl)-1,2,4-oxadiazol-3-yl)pyridin-2-yl)-2,5-diazabicyclo[2.2.1]heptane-2-carboxylate FC(C1=NC(=NO1)C=1C=CC(=NC1)N1C2CN(C(C1)C2)C(=O)OC(C)(C)C)(F)F